BrC1=CC2=C(OC3=C2C=C(C=C3)Br)C=C1 2,8-dibromo-dibenzofuran